(±)-3-aminopiperidine-2,6-dione hydrochloride Cl.N[C@H]1C(NC(CC1)=O)=O |r|